N-dodecyl-N-ethyl-N,N-dimethyl-ammonium hydroxide [OH-].C(CCCCCCCCCCC)[N+](C)(C)CC